5-Methyl-1-(1-(4-(1-methyl-1H-pyrazol-4-yl)benzyl)-1H-indol-5-yl)-1H-pyrazol-3-carboxamid CC1=CC(=NN1C=1C=C2C=CN(C2=CC1)CC1=CC=C(C=C1)C=1C=NN(C1)C)C(=O)N